3-(2-(((pyran-4-carbonyl)oxy)methoxy)-2,2-diphenylacetoxy)spiro[bicyclo[3.2.1]octane-8,1'-pyrrolidin]-1'-ium chloride [Cl-].O1CC=C(C=C1)C(=O)OCOC(C(=O)OC1CC2CCC(C1)[N+]21CCCC1)(C1=CC=CC=C1)C1=CC=CC=C1